[Si](C)(C)(C(C)(C)C)OC[C@](CCCC)(C)NC1=CC(=NC2=CC(=CC=C12)F)NCC1=C(C=C(C=C1)OC)OC (R)-N4-(1-((tert-butyldimethylsilyl)oxy)-2-methylhex-2-yl)-N2-(2,4-dimethoxybenzyl)-7-fluoroquinoline-2,4-diamine